methyl 2-(4-methoxyphenyl)-2-methyl-3-oxobutanoate COC1=CC=C(C=C1)C(C(=O)OC)(C(C)=O)C